C1(CC1)C1=C(CNC2=NN(C=C2C(C)NC2CCN(CC2)C=2C(=NC=CC2C(F)F)OC)C2OCCCC2)C=CC=C1 {1-[3-(2-Cyclopropyl-benzylamino)-1-(tetrahydropyran-2-yl)-1H-pyrazol-4-yl]-ethyl}-(4'-difluoromethyl-2'-methoxy-3,4,5,6-tetrahydro-2H-[1,3']bipyridinyl-4-yl)-amine